3,3-difluoro-1-{4H,5H,6H,7H-thieno[2,3-c]pyridine-2-carbonyl}azetidine 4,4',4''-(benzene-1,3,5-triyl-tris(benzene-4,1-diyl)tribenzoate) C1(=CC(=CC(=C1)C1=CC=C(C=C1)C1=CC=C(C(=O)O)C=C1)C1=CC=C(C=C1)C1=CC=C(C(=O)O)C=C1)C1=CC=C(C=C1)C1=CC=C(C(=O)O)C=C1.FC1(CN(C1)C(=O)C1=CC2=C(CNCC2)S1)F